S1C=NC2=C1C=C(C=C2)C2=CC(=NN2C2=NC(=CC=C2)C)NC(OC(C)(C)C)=O tert-butyl (5-(benzo[d]thiazol-6-yl)-1-(6-methylpyridin-2-yl)-1H-pyrazol-3-yl)carbamate